tin-copper-silver-bismuth [Bi].[Ag].[Cu].[Sn]